Cl.S1CN[C@H](C1)C(=O)OC methyl (4S)-1,3-thiazolidine-4-carboxylate hydrochloride